C1(CC1)C1=CC=C(C(N1C=1C=NC(=CC1C)OC)=O)C(=O)O 6-cyclopropyl-6'-methoxy-4'-methyl-2-oxo-2H-[1,3'-bipyridine]-3-carboxylic acid